2-(4-bromobenzyl)benzo[d]oxazole BrC1=CC=C(CC=2OC3=C(N2)C=CC=C3)C=C1